COC=1C=C(C=CC1)[C@@H]([C@H](CN(C)C)C)CC (2R,3R)-[3-(3-methoxyphenyl)-2-methylpentyl]dimethylamine